C(CCC)N(CCC(=O)OCC)CCCC ethyl 3-(dibutylamino)propionate